C(C)(C)(C)OC([C@H](CCC1=NN=NN1)N)=O.COC1=CC=C(CN2C(NCC2)=O)C=C1 1-(4-methoxybenzyl)imidazolidin-2-one Tert-butyl-(S)-2-amino-4-(1H-tetrazol-5-yl)butanoate